ClC1=CC=C(COC2=C3C[C@H](N(CC3=CC=C2OC)C=2OC3=C(N2)C=CC(=C3)F)C(=O)O)C=C1 (S)-5-((4-chlorobenzyl)oxy)-2-(6-fluorobenzo[d]oxazol-2-yl)-6-methoxy-1,2,3,4-tetrahydroisoquinoline-3-carboxylic acid